O[N+](O)(O)CC N,N,N-trihydroxyethylammonium